(3aS,6aR)-1,3-dibenzyl-tetrahydro-1H-thieno[3,4-d]imidazole C(C1=CC=CC=C1)N1CN([C@H]2[C@@H]1CSC2)CC2=CC=CC=C2